2-chloro-4-(methylsulfonyl)aniline ClC1=C(N)C=CC(=C1)S(=O)(=O)C